3-(methoxyethoxycarbonyl)thioxanthone COCCOC(=O)C=1C=CC=2C(C3=CC=CC=C3SC2C1)=O